4-Amino-2-(2,6-dioxopiperidin-3-yl)isoindole-1,3-dione NC1=C2C(N(C(C2=CC=C1)=O)C1C(NC(CC1)=O)=O)=O